N1C=CC2=CC(=CC=C12)CC/N=C/1\CCCC=2C3=CC(=C(C=C3NC12)F)F (E)-N-(2-(1H-indol-5-yl)ethyl)-6,7-difluoro-2,3,4,9-tetrahydro-1H-carbazole-1-imine